(7-bromo-2-methyl-4-((1-(2-methyl-3-(trifluoromethyl)phenyl)ethyl)amino)quinazolin-6-yl)dimethylphosphine BrC1=C(C=C2C(=NC(=NC2=C1)C)NC(C)C1=C(C(=CC=C1)C(F)(F)F)C)P(C)C